5-bromoindolo[3,2,1-JK]carbazole BrC=1C=C2C(=CC1)N1C3=C2C=CC=C3C=3C=CC=CC13